ClC1=CC=C2C(=C(C(N(C2=N1)C1=C(C=CC=C1)Cl)=O)C#N)NC 7-chloro-1-(2-chlorophenyl)-4-(methylamino)-2-oxo-1,2-dihydro-1,8-naphthyridine-3-carbonitrile